(S)-3-(1-amino-1,3-dihydrospiro[inden-2,4'-piperidin]-1'-yl)-6-((2-amino-3-chloropyridin-4-yl)thio)-N-hydroxypyrazine-2-carboxamide N[C@@H]1C2=CC=CC=C2CC12CCN(CC2)C=2C(=NC(=CN2)SC2=C(C(=NC=C2)N)Cl)C(=O)NO